(R)-(6-(3-chloro-1H-pyrazol-4-yl)-1-(2-(dimethylamino)ethyl)-1H-indol-3-yl)(6-chlorochroman-3-yl)methanone ClC1=NNC=C1C1=CC=C2C(=CN(C2=C1)CCN(C)C)C(=O)[C@H]1COC2=CC=C(C=C2C1)Cl